N-[(2R)-2-(hydroxymethyl)-2-methyl-6-(trifluoromethyl)-3H-benzofuran-5-yl]pyrazolo[1,5-a]pyrimidine-3-carboxamide OC[C@@]1(OC2=C(C1)C=C(C(=C2)C(F)(F)F)NC(=O)C=2C=NN1C2N=CC=C1)C